perfluorododecyl-triethoxysilane FC(C(F)(F)F)(O[Si](OC(C(F)(F)F)(F)F)(OC(C(F)(F)F)(F)F)C(C(C(C(C(C(C(C(C(C(C(C(F)(F)F)(F)F)(F)F)(F)F)(F)F)(F)F)(F)F)(F)F)(F)F)(F)F)(F)F)(F)F)F